(S)-(6,7-dichloro-1-(fluoromethyl)-1,3,4,5-tetrahydro-2H-pyrido[4,3-b]indol-2-yl)(5-methoxypyrimidin-2-yl)methanone ClC1=C(C=CC=2C3=C(NC12)CCN([C@@H]3CF)C(=O)C3=NC=C(C=N3)OC)Cl